(±)-N-(4,5-dichloro-2-fluorophenyl)-2-oxo-2,5,6,7,8,9-hexahydro-1H-5,8-methano-cyclohepta[b]pyridine-10-carboxamide ClC1=CC(=C(C=C1Cl)NC(=O)C1C2CCC1CC=1NC(C=CC12)=O)F